C(C)(=O)OC1C=C(C(C1)=O)CC(=CCCCCO)Br 3-(2-bromo-7-hydroxyhept-2-en-1-yl)-4-ketocyclopent-2-en-1-yl acetate